1,5-dioxo-6-(pyrimidin-4-ylamino)-1,5-dihydro-2H-spiro[imidazo[1,5-a]pyridine-3,3'-piperidine]-1'-carboxylic acid tert-butyl ester C(C)(C)(C)OC(=O)N1CC2(CCC1)NC(C=1N2C(C(=CC1)NC1=NC=NC=C1)=O)=O